N-(3-fluoro-4-(1-(2-oxopiperidin-4-yl)-1H-pyrazol-4-yl)phenyl)-2-(6-(trifluoromethyl)pyridin-2-yl)acetamide FC=1C=C(C=CC1C=1C=NN(C1)C1CC(NCC1)=O)NC(CC1=NC(=CC=C1)C(F)(F)F)=O